N-{1H-pyrrolo[2,3-b]pyridine-4-yl}-2H,3H,4H-pyrido[3,2-b][1,4]oxazine-8-amine N1C=CC=2C1=NC=CC2NC2=CC=NC1=C2OCCN1